Cl.C1OC[C@@H]2[C@@H]1CNC2 (3aR,6aR)-3,3a,4,5,6,6a-hexahydro-1H-furo[3,4-c]pyrrole hydrochloride